C(CCC)C=1C(=C(C(=O)O)C=CC1)CCCC.C1(=CC=CC=C1)O.C1(=CC=CC=C1)O diphenol di-n-butyl-benzoate